BrC=1C=C(C=C2C3=C(N(C12)COCC[Si](C)(C)C)CCCCC3=O)F 4-bromo-2-fluoro-5-((2-(trimethylsilyl)ethoxy)methyl)-6,7,8,9-tetrahydrocyclohepta[b]indol-10(5H)-one